C1(CCCCC1)C1=CC=C(C=C1)C(\C=C\C1=CC(=C(C=C1)OC)O)=O (E)-1-(4-Cyclohexylphenyl)-3-(3-hydroxy-4-methoxyphenyl)prop-2-en-1-one